C(C=C)(=O)N1C[C@@H](N(C[C@H]1C)C1=NC(N2C3=C(C(=C(C=C13)Cl)C1=C(C=C(C=C1)F)F)SC[C@@H]2CN2CCN(CC2)CC(F)F)=O)C (3S)-7-((2S,5R)-4-acryloyl-2,5-dimethylpiperazin-1-yl)-9-chloro-3-((4-(2,2-difluoroethyl)piperazin-1-yl)methyl)-10-(2,4-difluorophenyl)-2H-[1,4]thiazino[2,3,4-ij]quinazolin-5(3H)-one